2,4,6-trifluoro-N-[6-(1-methyl-piperidine-4-carbonyl)-pyridin-2-yl]-benzamide acetate C(C)(=O)O.FC1=C(C(=O)NC2=NC(=CC=C2)C(=O)C2CCN(CC2)C)C(=CC(=C1)F)F